OCCN1C(=NCCC1)C1=C(OCC=2C=C(C#N)C=CC2)C=C(C=C1)OCC=1C(=C(C=CC1)C1=CC=CC=C1)C 3-((2-(1-(2-hydroxyethyl)-1,4,5,6-tetrahydropyrimidin-2-yl)-5-((2-methyl-[1,1'-biphenyl]-3-yl)methoxy)phenoxy)methyl)benzonitrile